O=C1NC(CCC1C=1C(=NC2=CC=CC(=C2C1)NCC(=O)OC(C)(C)C)C)=O tert-butyl 2-{[3-(2,6-dioxopiperidin-3-yl)-2-methylquinolin-5-yl]amino}acetate